C12CN(CC(CC1)N2)C=2C1=C(N=C(N2)OC[C@H]2N(C[C@@H](C2)F)C)CN(CC1)C1=CC=CC2=CC=CC(=C12)Cl 4-(3,8-diazabicyclo[3.2.1]octan-3-yl)-7-(8-chloronaphthalen-1-yl)-2-(((2S,4R)-4-fluoro-1-methylpyrrolidin-2-yl)methoxy)-5,6,7,8-tetrahydropyrido[3,4-d]pyrimidine